C1=C(C=CC2=C1C1=C(C=CO2)C=CC=C1)CC(=O)O dibenzoxepin-2-acetic acid